Cl.Cl.NCC1=CC=C(C(=N1)OC=1C(=C(C=CC1)C[C@@H]1NCC([C@@H]1NS(=O)(=O)C(C)C)(F)F)F)C N-{(2S,3R)-2-[(3-{[6-(Aminomethyl)-3-methylpyridin-2-yl]oxy}-2-fluorophenyl)methyl]-4,4-difluoropyrrolidin-3-yl}propane-2-sulfonamide dihydrochloride